NC(CCCCCCCC(=O)O)C(CCCCCCCC)O 9-amino-10-hydroxyoctadecanoic acid